4-(4-(4-(dimethylamino)phenyl)butan-1,3-dien-1-yl)-1-methylpyridin-1-ium iodide [I-].CN(C1=CC=C(C=C1)C=CC=CC1=CC=[N+](C=C1)C)C